C(C)C(C(=O)O)CO 2-ethyl-3-hydroxypropionic acid